ClC=1C=CC=2C3=C(C(N(C2C1)C=1C=NC=CC1)=O)N=C(N3C)CC3=CC=C(C=C3)OC 7-chloro-2-(4-methoxybenzyl)-1-methyl-5-(pyridin-3-yl)-1,5-dihydro-4H-imidazo[4,5-c]quinoline-4-on